(S)-4-(7-bromo-6-chloro-8-fluoro-2-((1-methylpyrrolidin-2-yl)methoxy)quinazolin-4-yl)piperazine-1-carboxylic acid tert-butyl ester C(C)(C)(C)OC(=O)N1CCN(CC1)C1=NC(=NC2=C(C(=C(C=C12)Cl)Br)F)OC[C@H]1N(CCC1)C